3-(2-chloro-4-((2-(4-chloro-1-isopropyl-1H-pyrazol-5-yl)-5-oxo-6,7-dihydropyrazolo[1,5-a]pyrimidin-4(5H)-yl)methyl)phenyl)-1-methyl-1H-pyrazole-4-carbonitrile ClC1=C(C=CC(=C1)CN1C=2N(CCC1=O)N=C(C2)C2=C(C=NN2C(C)C)Cl)C2=NN(C=C2C#N)C